1-methyl-3-oxo-5,7-dihydrocyclopenta[c]Pyridine-6,6-dicarboxylic acid dimethyl ester COC(=O)C1(CC=2C(=C(NC(C2)=O)C)C1)C(=O)OC